(2R,4S,5R,6R)-2-(benzyloxy)-6-((1R,2R)-3-(2-(4-(dec-9-yn-1-yloxy)phenyl)acetamido)-1,2-dihydroxypropyl)-4-hydroxy-5-(2-hydroxyacetamido)tetrahydro-2H-pyran-2-carboxylic acid C(C1=CC=CC=C1)O[C@]1(O[C@H]([C@@H]([C@H](C1)O)NC(CO)=O)[C@@H]([C@@H](CNC(CC1=CC=C(C=C1)OCCCCCCCCC#C)=O)O)O)C(=O)O